3-methylphenyl (1s,5s,6s)-2-oxabicyclo[3.1.0]hexane-6-carboxylate [C@@H]12OCC[C@H]2[C@@H]1C(=O)OC1=CC(=CC=C1)C